3-((5-(6-(([2,3'-bipyridin]-5-ylmethyl)amino)-9-isopropyl-9H-purin-2-yl)pyridin-2-yl)amino)propan-1-ol N1=C(C=CC(=C1)CNC1=C2N=CN(C2=NC(=N1)C=1C=CC(=NC1)NCCCO)C(C)C)C=1C=NC=CC1